2-cyclopropyl-N-[4-[4-[4-[(2,6-difluorophenyl)methyl]-5-oxo-1,2,4-triazol-1-yl]phenoxy]-2-pyridyl]acetamide C1(CC1)CC(=O)NC1=NC=CC(=C1)OC1=CC=C(C=C1)N1N=CN(C1=O)CC1=C(C=CC=C1F)F